5-methyloxazolo[4,5-c]pyridine-2,4(3h,5h)-dione CN1C(C2=C(C=C1)OC(N2)=O)=O